CN1N=C(C=C1)C=1C=C(C=NC1OC1=CC=C(C=C1)C(F)(F)F)C(=O)NC1C(NCC1)=O 5-(1-Methyl-1H-pyrazol-3-yl)-N-(2-oxopyrrolidin-3-yl)-6-[4-(trifluoromethyl)phenoxy]pyridine-3-carboxamide